methyl 2-(4,4-dimethyl-1,4-azasilinan-1-yl)-4-nitrobenzoate C[Si]1(CCN(CC1)C1=C(C(=O)OC)C=CC(=C1)[N+](=O)[O-])C